O=C1NC(CCC1N1C(N(C2=C1C=CC=C2[C@H]2[C@@H](CN(CC2)C(=O)OC(C)(C)C)F)C)=O)=O tert-butyl (3S,4S)-4-[1-(2,6-dioxo-3-piperidyl)-3-methyl-2-oxo-benzimidazol-4-yl]-3-fluoro-piperidine-1-carboxylate